ClC1=C(C=C2C(=CNC2=C1)CCC(=O)N)OCC1=CC=CC2=CC=CC=C12 ((6-chloro-5-(naphthalen-1-ylmethoxy)-1H-indol-3-yl)methyl)acetamide